4-(4-((1R,5S)-3,8-diazabicyclo[3.2.1]octan-3-yl)-8-fluoro-2-(2-(hydroxymethyl)-3-methylbutoxy)quinazolin-7-yl)naphthalen-2-ol [C@H]12CN(C[C@H](CC1)N2)C2=NC(=NC1=C(C(=CC=C21)C2=CC(=CC1=CC=CC=C21)O)F)OCC(C(C)C)CO